NC1=CC=C(C=N1)C1=CN=C2N1C=C(C=C2)C(=O)N(C)C2=CC(=C(C=C2)F)OC 3-(6-amino-3-pyridyl)-N-(4-fluoro-3-methoxy-phenyl)-N-methyl-imidazo[1,2-a]pyridine-6-carboxamide